ClC=1C=C(NC2(CCC3(C(=CC4=CC=CC=C34)C)CC2)C(=O)O)C=CC1 (1r,4r)-4-(3-Chloroanilino)-2'-methyl-spiro[cyclohexane-1,1'-indene]-4-carboxylic acid